[Mn](=O)(=O)([O-])[O-].[Ba+2] Barium Manganat